C(C)(C)(C)CN(C(=O)OCC1CCC(CC1)OC(F)(F)F)CC=1C(=NC(=CC1)C1=C(C(=CC=C1)C1=C(C(=NC=C1)Cl)Cl)Cl)OC (4-(trifluoromethoxy)cyclohexyl)methanol tert-butyl-N-[[6-[2-chloro-3-(2,3-dichloro-4-pyridyl)phenyl]-2-methoxy-3-pyridyl]methyl]-N-methyl-carbamate